C(CCCCCCCCCCC)C(OC(OCCCN(CC)CC)=O)CCCOC(CCCCC(CCCCCCCCC(=O)O)CCCCCCCCC(=O)O)=O.C(C1CO1)OC1=C(C=C(C=C1)C(C)(C)C1=CC(=C(C=C1)OCC1CO1)Br)Br 2,2-bis(4-(2,3-epoxypropoxy)3-bromo-phenyl)propane 2-(10-dodecyl-3-ethyl-8,15-dioxo-7,9,14-trioxa-3-azanonadecan-19-yl)propane-1,3-diyldioctanoate